CC=1C(=C2C(C=3C=CC(=C(C3C(C2=CC1)=O)O)O)=O)O 6-methyl-1,2,5-trihydroxy-anthraquinone